The molecule is a CDP-diacylglycerol in which the phosphatidyl acyl groups at positions 1 and 2 are specified as palmitoyl and arachidonoyl respectively. It has a role as a human metabolite. It derives from an arachidonic acid and a hexadecanoic acid. It is a conjugate acid of a CDP-1-stearoyl-2-arachidonoyl-sn-glycerol. CCCCCCCCCCCCCCCC(=O)OC[C@H](COP(=O)(O)OP(=O)(O)OC[C@@H]1[C@H]([C@H]([C@@H](O1)N2C=CC(=NC2=O)N)O)O)OC(=O)CCC/C=C\\C/C=C\\C/C=C\\C/C=C\\CCCCC